4-[3-[tert-butyl(dimethyl)silyl]oxyazetidin-1-yl]-5-(trifluoromethyl)pyrimidin-2-amine [Si](C)(C)(C(C)(C)C)OC1CN(C1)C1=NC(=NC=C1C(F)(F)F)N